((1r,3r)-3-(2-hydroxypropan-2-yl)cyclobutyl)-5-(1H-imidazol-1-yl)-1H-pyrazolo[4,3-d]pyrimidine-7-carboxamide OC(C)(C)C1CC(C1)N1N=CC=2N=C(N=C(C21)C(=O)N)N2C=NC=C2